FC1=CC=C2C=C(C=NC2=C1F)C=1S(C(CC(N1)CC1=CSC=C1)(C)C)=O 2-(7,8-difluoro-3-quinolyl)-6,6-dimethyl-4-(3-thienylmethyl)-4,5-dihydro-1,3-thiazine 1-oxide